CC(C(=O)C1=CC=C(C=C1)SC)(C)N1CCOCC1 2-methyl-4'-(methylthio)-2-morpholinylpropiophenone